6-methyl-4-(5-(methylsulfonamido)-2-phenoxyphenyl)-7-oxo-6,7-dihydro-1H-pyrrolo[2,3-c]pyridine-2-carboxylic acid CN1C(C2=C(C(=C1)C1=C(C=CC(=C1)NS(=O)(=O)C)OC1=CC=CC=C1)C=C(N2)C(=O)O)=O